3-(2,5-dioxo-4-pyrazin-2-yl-imidazolidin-4-yl)propanoic acid O=C1NC(C(N1)(C1=NC=CN=C1)CCC(=O)O)=O